7-((4-(2-fluoro-6-(methylcarbamoyl)pyridin-3-yl)piperazin-1-yl)methyl)-9-fluoro-3-methylpyrazolo[1,5-a]quinoxalin-4(5H)-one FC1=NC(=CC=C1N1CCN(CC1)CC=1C=C2NC(C=3N(C2=C(C1)F)N=CC3C)=O)C(NC)=O